NC=1C(NC2=CC(=C(N=C2C1C1=C2C=NNC2=C(C=C1)F)C1CC1)Cl)=O 3-Amino-7-chloro-6-cyclopropyl-4-(7-fluoro-1H-indazol-4-yl)-1H-1,5-naphthyridin-2-one